(3S)-6,7-dichloro-5-(3-fluoro-2-pyridyl)-3-methyl-1,3-dihydro-1,4-benzodiazepin-2-one ClC1=C(C=CC2=C1C(=N[C@H](C(N2)=O)C)C2=NC=CC=C2F)Cl